NC=1C2=C(N=CN1)N(C=C2)[C@H]2[C@@H]([C@@]([C@H](O2)[C@H](O)C2=CC(=C(C=C2)Cl)C)(O)C)O (2R,3S,4R,5R)-5-(4-amino-7H-pyrrolo[2,3-d]pyrimidin-7-yl)-2-((R)-(4-chloro-3-methylphenyl)(hydroxy)methyl)-3-methyltetrahydrofuran-3,4-diol